Ethyl-3-(3-Dimethylaminopropyl)Carbodiimide C(C)N=C=NCCCN(C)C